(2-(2-(2-chlorophenyl)-4,5,6,7-tetrahydro-1H-benzo[d]imidazol-6-yl)-6-methoxy-1,2,3,4-tetrahydroisoquinolin-1-yl)methanol ClC1=C(C=CC=C1)C1=NC2=C(N1)CC(CC2)N2C(C1=CC=C(C=C1CC2)OC)CO